2-[4-methyl-2-(trifluoromethyl)phenyl]-5-(1H-pyrrolo[2,3-b]pyridin-4-yl)-1-{[2-(trimethylsilyl)ethoxy]methyl}-1H-pyrrole-3-carboxamide CC1=CC(=C(C=C1)C=1N(C(=CC1C(=O)N)C1=C2C(=NC=C1)NC=C2)COCC[Si](C)(C)C)C(F)(F)F